C(CCC)CCCCCCCCCCCCCCCCCCCCCC butyl-docosane